methyl-(E,4S)-4-aminopent-2-enoic acid trifluoroacetate salt FC(C(=O)O)(F)F.C/C(/C(=O)O)=C\[C@H](C)N